tert-butyl N-[2-(piperidin-4-yl)ethyl]carbamate N1CCC(CC1)CCNC(OC(C)(C)C)=O